methyl-vinyl-carbon C[C]C=C